chroman-6-carboxylic acid (2-pyrrolidin-1-yl-benzoxazol-5-yl)-amide N1(CCCC1)C=1OC2=C(N1)C=C(C=C2)NC(=O)C=2C=C1CCCOC1=CC2